tert-butyl 3-(1H-imidazol-4-yl)piperidine-1-carboxylate N1C=NC(=C1)C1CN(CCC1)C(=O)OC(C)(C)C